2,2-dimethyl-1-(trimethylsiloxycarbonyl)methyl-1-aza-2-silacyclopentane C[Si]1(N(CCC1)CC(=O)O[Si](C)(C)C)C